C(C)(C)(C)OC(=O)N1CC2(C1)CN(CC2)C\C=C\C(=C=O)OC.CC(=C)C2=CC=CC=C2 alpha-methyl-styrene tert-butyl-(E)-6-(4-methoxy-4-carbonylbut-2-en-1-yl)-2,6-diazaspiro[3.4]octane-2-carboxylate